FC(C1=NN=C(S1)C1=CN=C2N1C=C(C=C2N2C[C@H](OC[C@@H]2CC)CO)S(=O)(=O)NC2(COC2)C)F |o1:18,21| rel-3-(5-(difluoromethyl)-1,3,4-thiadiazol-2-yl)-8-((2S,5S)-5-ethyl-2-(hydroxymethyl)morpholino)-N-(3-methyloxetan-3-yl)imidazo[1,2-a]pyridine-6-sulfonamide